4-(2-(2,2,7-trifluoro-3-oxo-6-(perfluorophenyl)-2,3-dihydro-4H-benzo[b][1,4]oxazin-4-yl)ethyl)benzoic acid FC1(C(N(C2=C(O1)C=C(C(=C2)C2=C(C(=C(C(=C2F)F)F)F)F)F)CCC2=CC=C(C(=O)O)C=C2)=O)F